N-((2,2-dimethyl-4H-benzo[d][1,3]dioxin-8-yl)methyl)-3-(1H-imidazol-2-yl)pyridin-2-amine CC1(OCC2=C(O1)C(=CC=C2)CNC2=NC=CC=C2C=2NC=CN2)C